1,2-Diazacyclohexane-3-carboxylic acid N1NC(CCC1)C(=O)O